COC(CC1=CC=C(C=C1)B1OC(C(O1)(C)C)(C)C)=O [4-(4,4,5,5-tetramethyl-1,3,2-dioxaborolan-2-yl)phenyl]Acetic acid methyl ester